C(C=C)OCC1=C(C=CC=C1)C(CCCCCNC(OC(C)(C)C)=O)=O tert-butyl 6-(2-(allyloxymethyl) phenyl)-6-oxohexylcarbamate